COC1=NC=C(C(=C1)C1=NC(=CC=C1C(C)O)N1C=NC2=C1C=CC(=C2)NC=2N=NC(=CC2)C)C 1-[2-(2-methoxy-5-methyl-4-pyridyl)-6-[5-[(6-methylpyridazin-3-yl)amino]benzimidazol-1-yl]-3-pyridyl]ethanol